ClC(=CC(=O)N)Cl dichloroacryl-amine